2-(2-methylpyridin-3-yl)acetic acid CC1=NC=CC=C1CC(=O)O